ClC=1C(=C(C=CC1)C(C)N)F 1-(3-chloro-2-fluorophenyl)ethanamine